NC=1C(=CC(=C(C1)O)N)O 3,6-diamino-2,5-benzenediol